C(#N)C=1C(=NC=C(C1)B1OC(C(O1)(C)C)(C)C)N1CCN(CC1)C(=O)OC(C)(C)C tert-butyl 4-[3-cyano-5-(4,4,5,5-tetramethyl-1,3,2-dioxaborolan-2-yl)-2-pyridyl]piperazine-1-carboxylate